C(#N)C=1C=C(C=CC1)C=1N=C(SC1C1=CC(=NC(=C1)C(F)(F)F)C)NC(=O)N1CC2(COC2)C1 N-[4-(3-cyanophenyl)-5-[2-methyl-6-(trifluoromethyl)-4-pyridinyl]thiazol-2-yl]-2-oxa-6-azaspiro[3.3]heptane-6-carboxamide